C(=O)(OC(C)(C)C)N[C@@H](CC(C)C)C(=O)O BOC-L-leucine